C1(=CC=CC=C1)C1=NOC=C1 3-phenylisoxazol